6-[(2S)-2-aminopropyl]-2-chloro-N-[(furan-2-yl)methyl]thieno[3,2-d]pyrimidin-4-amine dihydrochloride Cl.Cl.N[C@H](CC1=CC=2N=C(N=C(C2S1)NCC=1OC=CC1)Cl)C